(R)-4-chloro-5-(3-((6-fluoro-4-(1-((3-fluorooxetan-3-yl)methyl)-3,5-dimethyl-1H-pyrazol-4-yl)pyridin-2-yl)oxy)pyrrolidin-1-yl)pyridazin-3(2H)-one ClC=1C(NN=CC1N1C[C@@H](CC1)OC1=NC(=CC(=C1)C=1C(=NN(C1C)CC1(COC1)F)C)F)=O